butyl acrylate octyl-propyl-acrylate C(CCCCCCC)C=C(C(=O)O)CCC.C(C=C)(=O)OCCCC